NC=1C=NC2=CC=C(C=C2N1)CN(C(=O)C=1C=NC=CC1)C1=CC=CC=2CCS(C21)(=O)=O N-[(3-aminoquinoxalin-6-yl)methyl]-N-(1,1-dioxo-2,3-dihydro-1λ6-benzothiophen-7-yl)pyridine-3-carboxamide